3-(3-(bis(tert-butoxycarbonyl)amino)-2-chloro-6-fluorophenoxy)-2-methyl-6-nitrobenzoate C(C)(C)(C)OC(=O)N(C=1C(=C(OC=2C(=C(C(=O)[O-])C(=CC2)[N+](=O)[O-])C)C(=CC1)F)Cl)C(=O)OC(C)(C)C